5,6-dicyano-2-pentafluoroethyl-benzimidazole lithium salt [Li].C(#N)C1=CC2=C(N=C(N2)C(C(F)(F)F)(F)F)C=C1C#N